6-chloro-3-isopropyl-N-[3-(3-pyridyl)propyl]-[1,2,4]triazolo[4,3-b]pyridazin-8-amine ClC=1C=C(C=2N(N1)C(=NN2)C(C)C)NCCCC=2C=NC=CC2